1-((2,6-dihydroxy-5'-methyl-4-pentyl-2'-(prop-1-en-2-yl)-1',2',3',4'-tetrahydro-[1,1'-biphenyl]-3-yl)sulfonyl)azetidin-3-one OC1=C(C(=CC(=C1S(=O)(=O)N1CC(C1)=O)CCCCC)O)C1C(CCC(=C1)C)C(=C)C